ClC1=C(OC=2N=NC(=CC2C(=O)NC2=CC(=NC=C2)S(=O)(=O)C)C(F)(F)F)C=CC(=C1)F 3-(2-Chloro-4-fluorophenoxy)-N-(2-(methylsulfonyl)pyridin-4-yl)-6-(trifluoromethyl)pyridazine-4-carboxamide